4'-((1R,5S)-3,8-diazabicyclo[3.2.1]octan-3-yl)-2'-(((2R,7aS)-2-fluorotetrahydro-1H-pyrrolizin-7a(5H)-yl)methoxy)-4-methyl-2,3,5',8'-tetrahydro-6'H-spiro[indene-1,7'-quinazoline] [C@H]12CN(C[C@H](CC1)N2)C2=NC(=NC=1CC3(CCC21)CCC2=C(C=CC=C23)C)OC[C@]23CCCN3C[C@@H](C2)F